4-((8-benzoyl-1-oxo-2,3,8-triazaspiro[4.5]dec-3-en-2-yl)methyl)benzonitrile C(C1=CC=CC=C1)(=O)N1CCC2(C=NN(C2=O)CC2=CC=C(C#N)C=C2)CC1